3',7'-dihydroxy-3-oxo-3H-dispiro[isobenzofuran-1,10'-dibenzo[b,e]siline-5',1''-silinane]-6-carboxylic acid OC=1C=CC2=C(C1)[Si]1(CCCCC1)C1=C(C23OC(C2=CC=C(C=C23)C(=O)O)=O)C=CC(=C1)O